2-(4-fluoropiperidin-4-yl)-6-(2-methyl-2H-indazol-5-yl)-1,3-benzothiazole hydrochloride Cl.FC1(CCNCC1)C=1SC2=C(N1)C=CC(=C2)C2=CC1=CN(N=C1C=C2)C